6-(3-amino-6-(4-(4-methylpiperazin-1-yl)phenyl)pyrazin-2-yl)-3-methylisoquinolin-1(2H)-one NC=1C(=NC(=CN1)C1=CC=C(C=C1)N1CCN(CC1)C)C=1C=C2C=C(NC(C2=CC1)=O)C